C(C)OC1CCC(CC1)NC1=NC=C(C(=N1)N[C@@H]1C[C@@H](CCC1)O)C(=O)N 2-((1r,4S)-4-ethoxycyclohexylamino)-4-((1S,3R)-3-hydroxycyclohexylamino)pyrimidine-5-carboxamide